CC1=CC(=C(C=N1)O[C@@H]1CC[C@H](CC1)O)C1=CC=2N(C=C1)N=C(C2)NC2=NC=CC=C2 trans-4-[[6-methyl-4-[2-(2-pyridylamino)pyrazolo[1,5-a]pyridin-5-yl]-3-pyridyl]oxy]cyclohexanol